O=C1NC2(CN(C2)C(=O)OC2CC(C2)OCC2=C(C=C(C=C2)F)F)CO1 3-((2,4-difluorobenzyl)oxy)cyclobutyl 6-oxo-7-oxa-2,5-diazaspiro[3.4]octane-2-carboxylate